C(C1=CC=CC=C1)SC1=CN=C(C2=CC(=CC=C12)Cl)NC 4-benzylmercapto-7-chloro-N-methyl-isoquinolin-1-amine